C(C)(C)(C)OC(=O)N1CCC2(CC2C(NC=2C=NC=CC2)=O)CC1.CC(C(C(C=C)C)C)C1C2C=CC(C1)C2 5-(1,2,3-trimethyl-4-pentenyl)-2-norbornene tert-butyl-1-(pyridin-3-ylcarbamoyl)-6-azaspiro[2.5]octane-6-carboxylate